4-[2-chloro-6-fluoro-4-(6-isopropoxy-pyrazin-2-yl)-phenoxy]-butyric acid ClC1=C(OCCCC(=O)O)C(=CC(=C1)C1=NC(=CN=C1)OC(C)C)F